5-isopropyl-8-((2R,3S)-2-methyl-3-((methanesulfonyl)methyl)azetidin-1-yl)-N-(2-(1-methyl-3-(methyl-d3)-1H-pyrazol-4-yl)pyrimidin-4-yl)isoquinolin-3-amine C(C)(C)C1=C2C=C(N=CC2=C(C=C1)N1[C@@H]([C@H](C1)CS(=O)(=O)C)C)NC1=NC(=NC=C1)C=1C(=NN(C1)C)C([2H])([2H])[2H]